(S)-N-((S)-2-Hydroxy-1-(m-tolyl)ethyl)-2-(7-(2-((1-methyl-1H-pyrazol-5-yl)amino)pyrimidin-4-yl)-1-oxo-3,4-dihydropyrrolo[1,2-a]pyrazin-2(1H)-yl)propanamide OC[C@H](C=1C=C(C=CC1)C)NC([C@H](C)N1C(C=2N(CC1)C=C(C2)C2=NC(=NC=C2)NC2=CC=NN2C)=O)=O